Methyl (1s,3s)-3-(((2-(aminomethyl)phenyl)methyl)sulfonamido)cyclobutane-1-carboxylate NCC1=C(C=CC=C1)CS(=O)(=O)NC1CC(C1)C(=O)OC